N-[[1-[(1S)-1-[(2S,4R)-4-hydroxy-2-(methylcarbamoyl)pyrrolidine-1-carbonyl]-2,2-dimethyl-propyl]triazol-4-yl]methyl]pyridine-2-carboxamide O[C@@H]1C[C@H](N(C1)C(=O)[C@H](C(C)(C)C)N1N=NC(=C1)CNC(=O)C1=NC=CC=C1)C(NC)=O